NC=1C(=C(C=C2C=C(N=CC12)NC(=O)[C@H]1[C@@H]([C@H]1C)C=1C=NN(C1)CC(F)F)C=1C=NC=CC1C)F (1R,2R,3R)-N-(8-amino-7-fluoro-6-(4-methylpyridin-3-yl)isoquinolin-3-yl)-2-(1-(2,2-difluoroethyl)-1H-pyrazol-4-yl)-3-methylcyclopropanecarboxamide